C1(CCC1)OC=1N=C(SC1)C1=CC(=C(C(=C1)F)N1CCC(CC1)CC(=O)O)F {1-[4-(4-Cyclobutoxy-thiazol-2-yl)-2,6-difluoro-phenyl]-piperidin-4-yl}acetic acid